N-(2-fluoro-4-methyl-5-(pyrazolo[1,5-b]pyridazin-6-yl)phenyl)-6-azabicyclo[3.1.1]heptane-6-carboxamide FC1=C(C=C(C(=C1)C)C=1C=CC=2N(N1)N=CC2)NC(=O)N2C1CCCC2C1